2-(3-bromophenyl)propionitrile BrC=1C=C(C=CC1)C(C#N)C